monocesium dihydrogen phosphate P(=O)(O)(O)[O-].[Cs+]